N-((1-((2-(3,5-dichlorophenyl)-6-((2-(4-(4-(methylsulfonyl)butan-2-yl)piperazin-1-yl)pyrimidin-5-yl)oxy)pyridin-4-yl)methyl)piperidin-4-yl)methyl)acetamide ClC=1C=C(C=C(C1)Cl)C1=NC(=CC(=C1)CN1CCC(CC1)CNC(C)=O)OC=1C=NC(=NC1)N1CCN(CC1)C(C)CCS(=O)(=O)C